ClC(C(=O)[O-])(F)F 2-chloro-2,2-difluoro-acetate